2-fluoro-5-(trifluoromethyl)pyridinecarboxaldehyde FC1(NC=C(C=C1)C(F)(F)F)C=O